cyclopropylimidazo[1,2-a]pyridin C1(CC1)C=1N=C2N(C=CC=C2)C1